5-phenyl-4,5-dihydro-isoxazole-3-carboxylic acid ethyl ester C(C)OC(=O)C1=NOC(C1)C1=CC=CC=C1